[Na+].[Na+].P([O-])(=O)(OP(=O)([O-])OP(=O)(O)O)OC[C@@H]1[C@H]([C@H]([C@@H](O1)N1C=NC=2C(=O)NC(N)=NC12)O)O guanosine-5'-triphosphate disodium salt